CN1C(C=C(C=C1)S(=O)(=O)NC(C(F)(F)F)C1=CC=C(C=C1)F)=O 1-methyl-2-oxo-N-(2,2,2-trifluoro-1-(4-fluorophenyl)ethyl)-1,2-dihydropyridine-4-sulfonamide